Ethyl-gallate C(C)C1=C(C(=O)[O-])C=C(C(=C1O)O)O